BrCCCCCC(C(=O)O)C bromopentylpropionic acid